dimethyl-(octadecyl)(3-(tris(oxiranyl-2-ylmethoxy)silyl)propyl)ammonium chloride [Cl-].C[N+](CCC[Si](OC=C1OC1)(OC=C1OC1)OC=C1OC1)(CCCCCCCCCCCCCCCCCC)C